N-[(6-Amino-2-pyridyl)sulfonyl]-6-(4-methoxy-2,5-dimethylphenyl)-2-(2,2,4-trimethylpyrrolidin-1-yl)pyridin-3-carboxamid NC1=CC=CC(=N1)S(=O)(=O)NC(=O)C=1C(=NC(=CC1)C1=C(C=C(C(=C1)C)OC)C)N1C(CC(C1)C)(C)C